6-[[3-(5-chloropyridazin-3-yl)-4-methyl-phenyl]carbamoyl]-3-methyl-6-azabicyclo[3.1.1]heptane-1-carboxylic acid ClC=1C=C(N=NC1)C=1C=C(C=CC1C)NC(=O)N1C2CC(CC1(C2)C(=O)O)C